C(C)S(=O)(=O)NC1=CC=C(C=C1)C1=NNC(=C1C(=O)N)NC1=NC(=NC=C1)C 3-(4-(ethylsulfonamido)phenyl)-5-((2-methylpyrimidin-4-yl)amino)-1H-pyrazole-4-carboxamide